ClC=1N=C(C(=NC1)C1=CC2=CC=CC=C2C=C1)C1=CC=CC=C1 5-chloro-2-(naphthalen-2-yl)-3-phenylpyrazine